2-(2-(4-Fluoro-6-methoxy-5-((4-methoxybenzyl)oxy)benzo[b]thiophen-2-yl)cyclopropyl)ethan-1-ol FC1=C(C(=CC=2SC(=CC21)C2C(C2)CCO)OC)OCC2=CC=C(C=C2)OC